mercapto-N-(2-(methyl-(pyridin-2-yl)amino)pyrimidin-5-yl)acetamide SCC(=O)NC=1C=NC(=NC1)N(C1=NC=CC=C1)C